tert-butyl 3-(4-((2,4-dimethoxybenzyl)amino)-3-(trimethylstannyl)-1H-pyrazolo[3,4-d]pyrimidin-1-yl)azetidine-1-carboxylate COC1=C(CNC2=C3C(=NC=N2)N(N=C3[Sn](C)(C)C)C3CN(C3)C(=O)OC(C)(C)C)C=CC(=C1)OC